C(C1=CC=CC=C1)OC1=CC=C(N=N1)C1=CCCN(C1)C(=O)OC(C)(C)C tert-butyl 5-(6-(benzyloxy) pyridazin-3-yl)-3,6-dihydropyridine-1(2H)-carboxylate